C(C)(C)(C)OC(NC(CNC1=NC=NC(=C1C#CC(OCC)OCC)Cl)COC)=O (1-((6-chloro-5-(3,3-diethoxyprop-1-yn-1-yl)pyrimidin-4-yl)amino)-3-methoxyprop-2-yl)carbamic acid tert-butyl ester